C1(=CC=CC=C1)N1N=CC=C1NC(=O)C=1C=NN2C1N=CC=C2 N-(1-phenyl-1H-pyrazol-5-yl)pyrazolo[1,5-a]pyrimidine-3-carboxamide